4,6-dimethylthiazolo[4,5-c]pyridin-2-amine CC1=NC(=CC2=C1N=C(S2)N)C